C1(CC1)C1C(N(C1C1=C(C=C(C=C1F)B1OC(C(O1)(C)C)(C)C)F)C1=CC2=C(N(C=N2)COCC[Si](C)(C)C)C=C1)=O (racemic)-3-cyclopropyl-4-(2,6-difluoro-4-(4,4,5,5-tetramethyl-1,3,2-dioxaborolan-2-yl)phenyl)-1-(1-((2-(trimethylsilyl)ethoxy)methyl)-1H-benzo[d]imidazol-5-yl)azetidin-2-one